NCC1=NNC(C2=CC=C(C=C12)C=1C=NN(C1C1=C(C=2C=C(C=NC2C(=C1F)C)C)C#N)C)=O (P)-6-(4-(4-(aminomethyl)-1-oxo-1,2-dihydrophthalazin-6-yl)-1-methyl-1H-pyrazol-5-yl)-7-fluoro-3,8-dimethylquinoline-5-carbonitrile